6-(5-(2-((2-(5-Fluoro-3-methyl-2-oxo-2,3-dihydrobenzo[d]oxazol-4-yl)ethyl)amino)ethyl)-2-oxooxazolidin-3-yl)-2H-pyrido[3,2-b][1,4]oxazin-3(4H)-one FC=1C=CC2=C(N(C(O2)=O)C)C1CCNCCC1CN(C(O1)=O)C=1C=CC=2OCC(NC2N1)=O